(2-amino-3-(3-((6-((2-methylthiazol-4-yl)methoxy)pyridin-3-yl)methyl)isoxazol-5-yl)pyridin-1-ium-1-yl)methyl hydrogen phosphate P(=O)(OC[N+]1=C(C(=CC=C1)C1=CC(=NO1)CC=1C=NC(=CC1)OCC=1N=C(SC1)C)N)(O)[O-]